(S)-1,4-bis(5H-dibenzo[b,f]azepine-5-carbonyl)piperazine-2-carboxylic acid C1=CC=CC=2N(C3=C(C=CC21)C=CC=C3)C(=O)N3[C@@H](CN(CC3)C(=O)N3C2=C(C=CC1=C3C=CC=C1)C=CC=C2)C(=O)O